C(CC#C)C1(N=N1)CCN1C[C@H](CC1)CNC(=O)C1=CC2=C(N3C(S2)=NC(=C3)C3=CC=C(C=C3)C)C=C1 (R)-N-((1-(2-(3-(but-3-yn-1-yl)-3H-diazirin-3-yl)ethyl)pyrrolidin-3-yl)methyl)-2-(p-tolyl)benzo[d]imidazo[2,1-b]thiazole-7-carboxamide